di-methyl-aminosilicon C[Si](N)C